1-(3,4-difluoro-5-hydroxy-phenyl)-3-[[2-(2,6-dioxo-3-piperidyl)-1-oxo-isoindolin-5-yl]methyl]urea FC=1C=C(C=C(C1F)O)NC(=O)NCC=1C=C2CN(C(C2=CC1)=O)C1C(NC(CC1)=O)=O